PYRIDOIMIDAZOLONE C1=CC=C(C(=C1)F)S(=O)(=O)NC2=CC=C(C=C2)OC3=C4C(=NC=C3)NC(=O)N4